N-[(1S)-1-[[2-chloro-5-(6-isopropylpyrimidin-4-yl)phenyl]methyl]-2-[4-(3-methylimidazol-4-yl)anilino]-2-oxo-ethyl]-2-methyl-pyrazole-3-carboxamide ClC1=C(C=C(C=C1)C1=NC=NC(=C1)C(C)C)C[C@@H](C(=O)NC1=CC=C(C=C1)C=1N(C=NC1)C)NC(=O)C=1N(N=CC1)C